ethyl 3-(2'-fluoro-5'-methoxy-4-(((tetrahydro-2H-pyran-2-yl) oxy) methyl)-[1,1'-biphenyl]-2-yl)-2,2-dimethylpropanoate FC1=C(C=C(C=C1)OC)C1=C(C=C(C=C1)COC1OCCCC1)CC(C(=O)OCC)(C)C